[Na].C1(OCC(C)O1)=O propylene carbonate, sodium salt